FC=1C=2N(C=C(C1)C=1N=C3N(C(C1)=O)N=C(S3)N3CCN(CC3)C)C=C(N2)C 7-(8-Fluoro-2-methylimidazo[1,2-a]pyridin-6-yl)-2-(4-methylpiperazin-1-yl)-[1,3,4]thiadiazolo[3,2-a]pyrimidin-5-on